4-(o-tolyloxy)benzonitrile C1(=C(C=CC=C1)OC1=CC=C(C#N)C=C1)C